CN(N(C)C)C(=O)OC1CCC1 cyclobutyl 1,2,2-trimethylhydrazine-1-carboxylate